C[C@H]1COCC1 |r| (3RS)-3-methyl-tetrahydro-furan